7-bromo-4-methyl-1-tetrahydropyran-2-yl-pyrazolo[4,3-c]pyridine BrC=1C2=C(C(=NC1)C)C=NN2C2OCCCC2